C(#N)CC1=CC=C(C=C1)NC(=O)C1CC(CCC1C(C)C)C N-(4-Cyanomethylphenyl)-p-menthancarboxamide